FC(C1(CC1)C1=CC(=NC=C1)C(=O)NC=1C=NC(=C(C1)C=1C=NC2=CC(=NC=C2C1)NC)C)F 4-(1-(difluoromethyl)cyclopropyl)-N-(6-methyl-5-(7-(methylamino)-1,6-naphthyridin-3-yl)pyridin-3-yl)picolinamide